4-bromo-5-(difluoromethyl)-6-fluoro-1-(tetrahydro-2H-pyran-2-yl)-1H-indazole BrC1=C2C=NN(C2=CC(=C1C(F)F)F)C1OCCCC1